5-(4-((5R)-5-fluoro-2-azabicyclo[2.2.1]heptan-2-yl)-6,6-dimethyl-8,9-dihydro-6H-[1,4]oxazino[4,3-e]purin-2-yl)pyrimidin-2-amine F[C@H]1C2CN(C(C1)C2)C=2C=1N=C3N(C1N=C(N2)C=2C=NC(=NC2)N)CCOC3(C)C